C(C)OC1CC(N(CC1)CC1=C2C=CNC2=C(C=C1OC)C)C1=CC=C(C(=O)O)C=C1 4-(4-ethoxy-1-((5-methoxy-7-methyl-1H-indol-4-yl)methyl)piperidin-2-yl)benzoic acid